C(C)(C)(C)OC(=O)N1CC(C(C1)NC)(F)F.C(=O)(O)C=1C=C(C=CC1C(=O)O)[Si](C1=CC=C(C=C1)[Si](C)(C)C1=CC(=C(C=C1)C(=O)O)C(=O)O)(C)C 1,4-bis-(3,4-dicarboxyphenyl-dimethylsilyl)benzene tert-butyl-3,3-difluoro-4-(methylamino)pyrrolidine-1-carboxylate